CN1C=NC=2N=CNC(C12)=O 7-methyl-1,7-dihydro-6H-purin-6-one